(R)-methyl 2-amino-3-mercaptopropanoate N[C@H](C(=O)OC)CS